3,4-dichlorobenzene tetrafluoroborate F[B-](F)(F)F.ClC=1C=CC=CC1Cl